FC1=C(C=C(C(=C1)F)F)C1OP(OCC1)=S 4-(2,4,5-trifluorophenyl)-1,3,2-dioxaphosphorinane 2-sulfide